BrC=1C=C(C=CC1)C(CC(C(=O)OC)=O)=O Methyl 4-(3-bromophenyl)-2,4-dioxobutanoate